COC1=C(C(=NC=C1)C#N)C(F)(F)F methoxy-3-(trifluoromethyl)pyridine-2-carbonitrile